COC1=CC=C(CSC=2C=CC(=NC2)OCCCN2CCN(CC2)C(=O)O)C=C1 4-(3-((5-((4-methoxybenzyl)thio)pyridin-2-yl)oxy)propyl)piperazine-1-carboxylic acid